ClC=1C=C(C=CC1F)NC(=O)C=1N2CCC(C2=CC1)NC(OC)=O methyl (5-((3-chloro-4-fluorophenyl)carbamoyl)-2,3-dihydro-1H-pyrrolizin-1-yl)carbamate